1-methoxy-4-(4-phenyl-1-buten-1-yl)benzene COC1=CC=C(C=C1)C=CCCC1=CC=CC=C1